ClC1=CC(=C(C(=C1)C)C1=CC=C(N=N1)N1[C@H]2[C@@H](OCC1)CCN(C2)C(C)=O)O 1-[(4aR,8aS)-4-[6-(4-chloro-2-hydroxy-6-methyl-phenyl)pyridazin-3-yl]-3,4a,5,7,8,8a-hexahydro-2H-pyrido[4,3-b][1,4]oxazin-6-yl]ethanone